C1CC12CN[C@@H](C2)C2=NC(=NO2)C=2C=CC(=C(C2)NC(=O)C2=CN=C1N2C=CC(=C1)Cl)C N-[5-[5-[(6S)-5-azaspiro[2.4]heptan-6-yl]-1,2,4-oxadiazol-3-yl]-2-methyl-phenyl]-7-chloro-imidazo[1,2-a]pyridine-3-carboxamide